tetrahydrothiopyran-4-one S1CCC(CC1)=O